6-chloro-2-(3-(1,1-difluoro-2-methoxyethyl)-1H-1,2,4-triazol-5-yl)-5-methoxy-1-methyl-3-(1H-pyrazol-4-yl)-1H-pyrrolo[3,2-b]pyridine ClC=1C=C2C(=NC1OC)C(=C(N2C)C2=NC(=NN2)C(COC)(F)F)C=2C=NNC2